FC=1C=C(C=C(C1)F)C1=CC=C(C(=N1)N1C(C[C@@H](C1)C)(C)C)C(=O)NS(=O)(=O)C=1C(NC=CC1)=O 6-(3,5-Difluorophenyl)-N-[(2-oxo-1H-pyridin-3-yl)sulfonyl]-2-[(4S)-2,2,4-trimethylpyrrolidin-1-yl]pyridin-3-carboxamid